3-(4-pyridylethyl)thiopropyltrimethoxysilane N1=CC=C(C=C1)CCSCCC[Si](OC)(OC)OC